isobutyl (4-methyl-2-cyclopentenyl)acetate CC1C=CC(C1)CC(=O)OCC(C)C